COC=1C=C2C(=CNC2=CC1)C(C)N(C)C (5-methoxy-1H-indol-3-yl)-N,N-dimethylethan-1-amine